tert-butyl 4-(1-((tert-butoxycarbonyl)amino)-2-methoxy-2-oxoethyl)piperidine-1-carboxylate C(C)(C)(C)OC(=O)NC(C(=O)OC)C1CCN(CC1)C(=O)OC(C)(C)C